OCC(NCC(=O)O)(CO)CO N-tri(hydroxymethyl)methyl-glycine